4-((2R,4r,6S)-2-cyano-7-((5-methoxy-7-methyl-1H-indol-4-yl)methyl)-7-azaspiro[3.5]nonan-6-yl)-N-((3-methoxyoxetan-3-yl)methyl)benzamide C(#N)C1CC2(C1)C[C@H](N(CC2)CC2=C1C=CNC1=C(C=C2OC)C)C2=CC=C(C(=O)NCC1(COC1)OC)C=C2